C1(CCC(CC1)C(=O)O)C1CCCCC1 [1,1'-bi(cyclohexane)]-4-carboxylic acid